C(C1=CC=CC=C1)OC(C[C@H](C=O)NC(=O)OC(C)(C)C)=O (R)-3-((tert-butoxycarbonyl)amino)-4-oxobutanoic acid benzyl ester